5-tetrahydrofuran-2-yloxycarbonylmethyloxycarbonyl-bicyclo[2.2.1]hept-2-ene O1C(CCC1)OC(=O)COC(=O)C1C2C=CC(C1)C2